(2R,3R,4S,5R)-6-(3-((5-(4-fluorophenyl) thiophen-2-yl) methyl)-4-methylphenyl)-2-((2-methoxypropane-2-yl) oxy)-6-oxohexane-1,3,4,5-tetrayl tetraacetate C(C)(=O)OC[C@H]([C@H]([C@@H]([C@H](C(=O)C1=CC(=C(C=C1)C)CC=1SC(=CC1)C1=CC=C(C=C1)F)OC(C)=O)OC(C)=O)OC(C)=O)OC(C)(C)OC